FC1=CC2=C(N=CS2)C=C1NC1=C2C(=NC=C1)SC(=C2)C2[C@H](NCCC2)C 6-fluoro-N-(2-((2R)-2-methylpiperidin-3-yl)thieno[2,3-b]pyridin-4-yl)benzo[d]thiazol-5-amine